1-((5-([4,4'-bipiperidin]-1-ylmethyl)-3',5'-dichloro-[1,1'-biphenyl]-3-yl)methyl)piperidin-4-amine N1(CCC(CC1)C1CCNCC1)CC=1C=C(C=C(C1)C1=CC(=CC(=C1)Cl)Cl)CN1CCC(CC1)N